[P].[Ni].[W] tungsten-nickel phosphorus